1-(2-methoxyethyl)-1H-pyrazol-3-amine COCCN1N=C(C=C1)N